ClC1=CC=C(C=C1)CN1C(NC(C2=C1C=C(C=N2)N2CCN(CC2)C(=O)OC(C)(C)C)=S)=O tert-Butyl 4-[1-[(4-chlorophenyl)methyl]-2-oxo-4-thioxo-pyrido[3,2-d]pyrimidin-7-yl]piperazine-1-carboxylate